NC1CC2(CN(C2)C(=O)O)C1.C(C1=CC=CC=C1)OC1=CC=C2C(=CC=NC2=C1)OCC(=O)NNC=1N=NC(=NN1)N1CCOCC1 ((7-(benzyloxy)quinolin-4-yl)oxy)-N'-(6-morpholinyl-1,2,4,5-tetrazin-3-yl)acetohydrazide 6-amino-2-azaspiro[3.3]Heptane-2-carboxylate